S1C=NN=C1 [1,3,4]thiadiazol